C(C)C1=NC=NN1 5-ethyl-1,2,4-triazole